2,5-dimethyl-2,5-di(tert-butyl-peroxy)hexyne CC(C)(C#CC(C)(OOC(C)(C)C)C)OOC(C)(C)C